N=CN[C@@H](CCC(=O)[O-])C(=O)[O-] N-iminomethyl-L-Glutamate